di(tert-butyl)(fluoro)(3-methoxy-2-pyridinyl)silane C(C)(C)(C)[Si](C1=NC=CC=C1OC)(F)C(C)(C)C